(5-(4-((R)-3-Methoxypyrrolidin-1-yl)phenyl)-1,2,4-oxadiazol-3-yl)pyrrolidine-1-carbonitrile CO[C@H]1CN(CC1)C1=CC=C(C=C1)C1=NC(=NO1)C1N(CCC1)C#N